Bis-imidazole tetrafluoroborate salt F[B-](F)(F)F.N1C=NC=C1.N1C=NC=C1